CC1=C(C(=CC=C1)C)C1=C(C=CC(=N1)C1=C(C=CC=C1NC1CC(C1)(C)O)S(=O)(=O)N)C1=CC(=CC=C1)OCC(C(F)(F)F)(C)C (6-(2,6-dimethylphenyl)-5-(3-(3,3,3-trifluoro-2,2-dimethylpropoxy)phenyl)pyridin-2-yl)-3-((3-hydroxy-3-methylcyclobutyl)amino)benzenesulfonamide